(R)-3-(thiophen-2-yl)morpholine S1C(=CC=C1)[C@@H]1NCCOC1